2-METHYL-2-PROPYLCYCLOPROPANE-1-CARBOXYLIC ACID CC1(C(C1)C(=O)O)CCC